(1R,2S,3S,4R)-3-((6-ethynyl-2-(5-fluoro-1H-pyrrolo[2,3-b]pyridin-3-yl)pyrrolo[2,1-f][1,2,4]triazin-4-yl)amino)bicyclo[2.2.2]octane-2-carboxylic acid C(#C)C=1C=C2C(=NC(=NN2C1)C1=CNC2=NC=C(C=C21)F)N[C@@H]2[C@H](C1CCC2CC1)C(=O)O